isopropyl (S)-2-((S)-2-acetamido-3-(1H-indol-3-yl)propanamido)-6-diazo-5-oxohexanoate C(C)(=O)N[C@H](C(=O)N[C@H](C(=O)OC(C)C)CCC(C=[N+]=[N-])=O)CC1=CNC2=CC=CC=C12